CN(CC1=CC=CC=C1)C Dimethyl-benzylamin